(3-(2-aminoquinazolin-6-yl)-2,4-difluorophenyl)-3,4-dimethoxybenzenesulfonamide NC1=NC2=CC=C(C=C2C=N1)C=1C(=C(C=CC1F)C1=C(C=CC(=C1OC)OC)S(=O)(=O)N)F